C(CCCCCCCCC)(=O)OCC(C)OC(CCCCCCCCC)=O propyleneglycol dicaprinate